C(C)OC(=O)C=1N(C2=CC(=CC=C2C1)C#N)C1CC1 6-cyano-1-cyclopropyl-1H-indole-2-carboxylic acid ethyl ester